ClC1=CC(=C(COC2=CC=CC(=N2)C2=CCN(CC2)CC=2N(C3=C(N2)SC(=C3)C(=O)O)CC3OCC3)C=C1)F 2-((6-((4-chloro-2-fluorobenzyl)oxy)-5',6'-dihydro-[2,4'-bipyridine]-1'(2'H)-yl)methyl)-1-(oxetan-2-ylmethyl)-1H-thieno[2,3-d]imidazole-5-carboxylic acid